ClC1=CC=C(C(=O)N(C)[C@H](C)C2=NNC(C3=CC(=C(C=C23)F)F)=O)C=C1 (R)-4-chloro-N-(1-(6,7-difluoro-4-oxo-3,4-dihydrophthalazin-1-yl)ethyl)-N-methylbenzamide